3-cyclopropyl-9-(methylsulfonylamino)-N-(2-methylpropyl)-8,9-dihydro-7H-cyclopenta[H]isoquinoline-5-sulfonamide C1(CC1)C=1N=CC=2C3=C(C=C(C2C1)S(=O)(=O)NCC(C)C)CCC3NS(=O)(=O)C